propionic acid, potassium salt [K+].C(CC)(=O)[O-]